CC(CC(C)C)C1=C(C=CC=C1)C1=NC(=NC(=C1)OC1=CC=C(C=C1)N1CCN(CC1)C)NS(=O)(=O)C=1C=NN(C1)C N-[4-[2-(1,3-dimethylbutyl)phenyl]-6-[4-(4-methylpiperazin-1-yl)phenoxy]pyrimidin-2-yl]-1-methyl-pyrazole-4-sulfonamide